C(C)(=O)NCC1(CN(C1)C=1C=C2C(=CC=NC2=CC1)C(=O)OCC)C ethyl 6-(3-(acetamidomethyl)-3-methylazetidin-1-yl)quinoline-4-carboxylate